CC1=CC=C(C=N1)CN1C(NC2=NC=C(C=C21)C2=CC(=CC=C2)C(F)(F)F)=O 1-[(6-methyl-3-pyridyl)methyl]-6-[3-(trifluoromethyl)phenyl]-3H-imidazo[4,5-b]pyridin-2-one